2-(6-(4-(6-((6-acetyl-8-cyclopentyl-5-methyl-7-oxo-7,8-dihydropyrido[2,3-D]pyrimidin-2-yl)amino)pyridin-3-yl)-piperazin-1-yl)-6-oxohexanamido)-N-(4-methyl-5-nitrothiazol-2-yl)benzamide C(C)(=O)C1=C(C2=C(N=C(N=C2)NC2=CC=C(C=N2)N2CCN(CC2)C(CCCCC(=O)NC2=C(C(=O)NC=3SC(=C(N3)C)[N+](=O)[O-])C=CC=C2)=O)N(C1=O)C1CCCC1)C